C(CC(O)(C(=O)O)CC(=O)O)(=O)O.O1CCCC1.O1CCCC1 di-tetrahydrofuran citrate salt